F[C@@H]1C[C@@]2(CCCN2C1)COC1=NC2=C(C(=CC=C2C(=N1)N1CC2CCC(C1)N2C(=O)C2CCOCC2)C2=CC(=CC1=CC=C(C(=C21)C#C)F)O)F 4-(2-{[(2R,7aS)-2-fluoro-hexahydro-1H-pyrrolizin-7a-yl]methoxy}-8-fluoro-4-[8-(oxane-4-carbonyl)-3,8-diazabicyclo[3.2.1]octan-3-yl]quinazolin-7-yl)-5-ethynyl-6-fluoronaphthalen-2-ol